BrC=1C(=C(C=CC1)NC1=NC=NC2=CC3=C(C=C12)O[C@H]([C@@H](O3)C)C)F |r| (+-)-trans-N-(3-bromo-2-fluorophenyl)-7,8-dimethyl-7,8-dihydro[1,4]dioxino[2,3-g]quinazolin-4-amine